C(C)(C)(C)OC(=O)N1CCC(CC1)CN(C1CC(C1)OC=1C=C(C(=CC1)C(=O)OC)C(=O)OC)CC dimethyl 4-[3-[(1-tert-butoxycarbonyl-4-piperidyl)methyl-ethyl-amino]cyclobutoxy]benzene-1,2-dicarboxylate